(4-methoxybenzyl)ethane COC1=CC=C(CCC)C=C1